ammonium perfluorooctanoate salt FC(C(=O)[O-])(C(C(C(C(C(C(F)(F)F)(F)F)(F)F)(F)F)(F)F)(F)F)F.[NH4+]